N-[1-(3,5-difluoropyridin-2-yl)ethyl]-2-[(3R)-3-methyl-[1,4'-bipiperidin]-1'-yl]-1,3-thiazole-5-carboxamide FC=1C(=NC=C(C1)F)C(C)NC(=O)C1=CN=C(S1)N1CCC(CC1)N1C[C@@H](CCC1)C